(S)-N-(1-cycloheptyl-2-((5-(1,4-dimethyl-1H-pyrazol-5-yl)pyrimidin-2-yl)amino)-2-oxoethyl)-1-methyl-1H-pyrazole-5-carboxamide C1(CCCCCC1)[C@@H](C(=O)NC1=NC=C(C=N1)C1=C(C=NN1C)C)NC(=O)C1=CC=NN1C